FC1=C(C(=CC(=C1)F)OCCOC)C=1C2=C(C(=NC1C1=CC=C3CCN(CC3=C1)C(=O)[O-])OS(=O)(=O)C(F)(F)F)C=CS2 7-[7-[2,4-difluoro-6-(2-methoxyethoxy)phenyl]-4-(trifluoromethylsulfonyloxy)thieno[3,2-c]pyridin-6-yl]-3,4-dihydro-1H-isoquinoline-2-carboxylate